(S)-N-((S)-1-amino-1-oxo-3-((S)-2-oxopyrrolidin-3-yl)propan-2-yl)-6-azaspiro[2.5]octane-5-carboxamide hydrochloride salt Cl.NC([C@H](C[C@H]1C(NCC1)=O)NC(=O)[C@@H]1CC2(CC2)CCN1)=O